4-((2S,5R)-4-acryloyl-2,5-Dimethylpiperazin-1-yl)-6,7-dichloro-1-(2-isopropyl-4-(methylthio)pyridin-3-yl)pyrido[2,3-d]Pyrimidine-2(1H)-one C(C=C)(=O)N1C[C@@H](N(C[C@H]1C)C=1C2=C(N(C(N1)=O)C=1C(=NC=CC1SC)C(C)C)N=C(C(=C2)Cl)Cl)C